NC1CC(C1)N1CCC(CC1)(C)C1=CC=C(C=C1)NC=1C(=NC=C(N1)N1CC(CCC1)N1C(N(CC1)C)=O)C(=O)N 3-((4-(1-((1r,3r)-3-aminocyclobutyl)-4-methylpiperidin-4-yl)phenyl)amino)-5-(3-(3-methyl-2-oxoimidazolidin-1-yl)piperidin-1-yl)pyrazine-2-carboxamide